C1=CC=CC=2C3=CC=CC=C3N(C12)C1=CC=C(C=C1)C1=C(C=CC(=C1)NC1=CC=C(C=C1)C1=CC=CC2=C1OC1=C2C=CC=C1)C1=CC=C(C=C1)C1=CC=CC=C1 [4-(9H-carbazol-9-yl)phenyl]-N-[4-(4-dibenzofuranyl)phenyl]-[1,1':4',1''-terphenyl]-4-amine